BrC(CO)(CO)[N+](=O)[O-] 2-Bromo-2-nitro-1,3-propandiol